2-(5-amino-2-(furan-2-yl)-7H-pyrazolo[4,3-e][1,2,4]triazolo[1,5-c]pyrimidin-7-yl)-N-(4-methylbenzyl)-2-phenylacetamide NC1=NC2=C(C=3N1N=C(N3)C=3OC=CC3)C=NN2C(C(=O)NCC2=CC=C(C=C2)C)C2=CC=CC=C2